C(C1=CC=CC=C1)C1=C(N=C(N1)C(=S)[S-])CC Benzylethylimidazolecarbodithioate